NC1CCN(CC1)C1=C(C=NC=C1)NCC=1C=C2N=CC=NC2=CC1 4-(4-Aminopiperidin-1-yl)-N-(quinoxalin-6-ylmethyl)pyridin-3-amine